FC1=CC(=C(C=C1)N1CN(C(C2=CC(=CC=C12)C(F)(F)F)=O)C=1C(=CC(=NC1)NC(OC(C)(C)C)=O)C)C tert-Butyl (5-(1-(4-fluoro-2-methylphenyl)-4-oxo-6-(trifluoromethyl)-1,4-dihydroquinazolin-3(2H)-yl)-4-methylpyridin-2-yl)carbamate